N-(3-(1-(2,6-dioxopiperidin-3-yl)-1H-pyrrolo[3,2-b]pyridin-6-yl)prop-2-yn-1-yl)-5-(8-(7-isopropyl-1,3-dimethyl-2-oxo-2,3-dihydro-1H-benzo[d]imidazol-5-yl)isoquinolin-3-yl)picolinamide O=C1NC(CCC1N1C=CC2=NC=C(C=C21)C#CCNC(C2=NC=C(C=C2)C=2N=CC1=C(C=CC=C1C2)C2=CC1=C(N(C(N1C)=O)C)C(=C2)C(C)C)=O)=O